S(=O)(=O)(O)O.CC1N(C=CN1C)C methyl-1,3-dimethylimidazole sulfate